alpha-propynoate C(C#C)(=O)[O-]